FC=1C(=CC(N(C1)C(C(=O)OCC)CC(C)C)=O)C Ethyl 2-(5-fluoro-4-methyl-2-oxopyridin-1(2H)-yl)-4-methylpentanoate